C(C)NC([C@@H](CC)NC1=NC=2C=CC=CC2C=2N1N=C(N2)C2=C(C=CC=C2)OC(F)(F)F)=O (2R)-N-ethyl-2-({2-[2-(trifluoromethoxy)phenyl][1,2,4]triazolo[1,5-c]quinazolin-5-yl}amino)butanamide